(2S)-N-(6-methoxypyridin-3-yl)-3-methyl-2-{methyl[2-(pyridin-2-yl)-5H,6H,7H-cyclopenta[d]pyrimidin-4-yl]amino}butanamide COC1=CC=C(C=N1)NC([C@H](C(C)C)N(C=1C2=C(N=C(N1)C1=NC=CC=C1)CCC2)C)=O